FC=1C=C2CC[C@@H](OC2=CC1OC1=NC2=CN=CC=C2C=C1)C(=O)O |r| (2RS)-6-fluoro-7-(1,7-naphthyridin-2-yloxy)chromane-2-carboxylic acid